CSCC1=CC=C(O1)C(=O)N 5-(methylthiomethyl)furan-2-carboxamide